3-(4-(5-fluoro-1H-indol-3-yl)furan-2-yl)-3-oxopropanoic acid methyl ester COC(CC(=O)C=1OC=C(C1)C1=CNC2=CC=C(C=C12)F)=O